CN1CCN(CC1)C1CN(C1)C1=C(C(=CC=C1)N)N 3-(3-(4-methylpiperazin-1-yl)azetidin-1-yl)benzene-1,2-diamine